4-(piperazin-1-yl)-5,6,7,8-tetrahydrobenzo[4,5]thieno[2,3-d]pyrimidine N1(CCNCC1)C=1C2=C(N=CN1)SC1=C2CCCC1